O=C1NC(CC[C@H]1N1C(C2=CC=C(C=C2C1)N1CCC(CC1)CN1CCN(CC1)CCOC1=CC=C(C=C1)\C(=C(\CC)/C1=CC=CC=C1)\C1=CC=C(C=C1)B(O)O)=O)=O (R,Z)-(4-(1-(4-(2-(4-((1-(2-(2,6-dioxopiperidin-3-yl)-1-oxoisoindolin-5-yl)piperidin-4-yl)methyl)piperazin-1-yl)ethoxy)phenyl)-2-phenylbut-1-en-1-yl)phenyl)boronic acid